2-(chloromethyl)-5-(trifluoromethyl)-1,3,4-oxadiazole ClCC=1OC(=NN1)C(F)(F)F